O1CCOC12CCN(CC2)C2=C1CCN(C1=CC=C2)C2C(NC(CC2)=O)=O 3-[4-(1,4-dioxa-8-azaspiro[4.5]decan-8-yl)indolin-1-yl]piperidine-2,6-dione